C1(CC1)S(=O)(=O)[C@H]1C[C@H](C1)OCC1=CC=CC=C1 ((cis-3-(cyclopropylsulfonyl)cyclobutoxy)methyl)benzene